3-{8,8-difluoro-7-hydroxy-5-(trifluoromethylthio)bicyclo[4.2.0]oct-1,3,5-triene-2-enyloxy}-5-fluorobenzamide FC1(C(C2=C(C(=C=C=C12)OC=1C=C(C(=O)N)C=C(C1)F)SC(F)(F)F)O)F